N-[(3SR,4RS)-4-({[(1s,4S)-4-(1-methoxyethyl)cyclohexyl]oxy}methyl)-7-methyl-6-oxo-1,3,4,6-tetrahydro-2H-quinolizin-3-yl]methanesulfonamide CO[C@@H](C)C1CCC(CC1)OC[C@H]1[C@H](CCC2=CC=C(C(N12)=O)C)NS(=O)(=O)C |&1:12,13|